6-azaspiro-[2.5]octane-6-carboxylate C1CC12CCN(CC2)C(=O)[O-]